chrysenboronic acid C1(=CC=CC=2C3=CC=C4C=CC=CC4=C3C=CC12)B(O)O